CN(C(OC(C)(C)C)=O)CC1=NC2=C(N1)C=CC(=C2)[N+](=O)[O-] tert-Butyl N-methyl-N-[(5-nitro-1H-benzimidazol-2-yl)methyl]carbamate